tert-butyl 4-(1-(2,6-dioxopiperidin-3-yl)indolin-5-yl)piperazine-1-carboxylate O=C1NC(CCC1N1CCC2=CC(=CC=C12)N1CCN(CC1)C(=O)OC(C)(C)C)=O